C(C)N1C(C(CCC1)(C)C)COC=1C=C2C=NC(C2=CC1)=O 5-((1-ethyl-3,3-dimethylpiperidin-2-yl)methoxy)-1-oxoisoindole